N1(CCOCC1)CCCNC1=CC=C(C=C1)NC1=CC(=NN1)C1=CC=C(S1)C(=O)N 5-(5-(4-(3-morpholinylpropylamino)phenylamino)-1H-pyrazol-3-yl)thiophene-2-carboxamide